dimethoxy(butyl)silane CO[SiH](CCCC)OC